4-Chloro-6-methoxypyrimidine-5-carbaldehyde ClC1=NC=NC(=C1C=O)OC